COCC1(CCC(CC1)C=1C(=NN2C1CN(CC2)C(C(CC)C)=O)CN(CCNC)C)COC 1-(3-(4,4-bis(methoxy-methyl)cyclohexyl)-2-((methyl(2-(methylamino)-ethyl)amino)methyl)-6,7-dihydropyrazolo[1,5-a]-pyrazin-5(4H)-yl)-2-methylbutan-1-one